CC=1C=C(C=CC1)N1CCNCC1 4-(3-methylphenyl)piperazine